N1=C(C=CC=C1)NC(=O)C1=CC=C2C(N1)=C(C=N2)C2CCN(CC2)C N-[pyridin-2-yl]-3-(1-methylpiperidin-4-yl)pyrrolo[3,2-b]pyridine-5-carboxamide